N-(3-{4-[5-(cyclopropylmethoxy)pyrazin-2-yl]-6-oxo-1,6-dihydropyrimidin-2-yl}-4-(trifluoromethyl)benzyl)isobutyramide methyl-5-(5-hydroxypyridin-2-yl)-3-methylisoxazole-4-carboxylate COC(=O)C=1C(=NOC1C1=NC=C(C=C1)O)C.C1(CC1)COC=1N=CC(=NC1)C=1N=C(NC(C1)=O)C=1C=C(CNC(C(C)C)=O)C=CC1C(F)(F)F